C1(CC1)N1N=C(C(=C(C1=O)C(=O)OCC)NC)C1=CC(=CC=C1)[N+](=O)[O-] ethyl 2-cyclopropyl-5-(methylamino)-6-(3-nitrophenyl)-3-oxopyridazine-4-carboxylate